6-chloro-1-cyclohexyl-N-[(4-fluorophenyl)methyl]-3-methyl-1H-pyrazolo[3,4-d]pyrimidin-4-amine ClC1=NC(=C2C(=N1)N(N=C2C)C2CCCCC2)NCC2=CC=C(C=C2)F